di(cyclopentadienyl)-bis[2,6-difluoro-3-(3-(benzoylamino)propyl)phenyl]titanium C1(C=CC=C1)[Ti](C1=C(C(=CC=C1F)CCCNC(C1=CC=CC=C1)=O)F)(C1=C(C(=CC=C1F)CCCNC(C1=CC=CC=C1)=O)F)C1C=CC=C1